methyl (2E)-2-{2-[({[(2E,3E)-4-(4-chlorophenyl)but-3-en-2-ylidene]-amino}oxy)methyl]phenyl}-3-methoxyprop-2-enoate ClC1=CC=C(C=C1)/C=C/C(/C)=N/OCC1=C(C=CC=C1)/C(/C(=O)OC)=C\OC